rac-4-(2,5-difluorophenyl)-2-(3-methyl-3,6-dihydro-2H-pyran-4-yl)pyridin-3-amine FC1=C(C=C(C=C1)F)C1=C(C(=NC=C1)C=1[C@H](COCC1)C)N |r|